(S)-4-(2-(N-(2-chloro-4-fluorobenzyl)-(2,3,4,5,6-pentafluorophenyl)sulfonamido)-N-(3-cyclopropyl-5-(pyrrolidin-1-yl)benzyl)propan-amido)-3-cyclopropylbenzoic acid ClC1=C(CN(S(=O)(=O)C2=C(C(=C(C(=C2F)F)F)F)F)[C@H](C(=O)N(CC2=CC(=CC(=C2)N2CCCC2)C2CC2)C2=C(C=C(C(=O)O)C=C2)C2CC2)C)C=CC(=C1)F